13-Hexadecenal C(CCCCCCCCCCCC=CCC)=O